O=S1(N(CC(N1)=O)C1=C(C=C(C=C1O)C1=CC=C(C=C1)C(=O)NCCC(C)C)F)=O 4'-(1,1-Dioxo-4-oxo-1,2,5-thiadiazolidin-2-yl)-3'-fluoro-5'-hydroxy-N-isopentyl-[1,1'-biphenyl]-4-carboxamide